(S)-8-(1-methyl-1H-pyrazol-4-yl)-3-(3,3,3-trifluoro-2-hydroxypropyl)-6-(6-(trifluoromethyl)pyridin-3-yl)pyrido[3,4-d]pyrimidin-4(3H)-one CN1N=CC(=C1)C1=NC(=CC2=C1N=CN(C2=O)C[C@@H](C(F)(F)F)O)C=2C=NC(=CC2)C(F)(F)F